C(C1=CC=CC=C1)SC=1C=C(C=C2C=NN(C12)C(=O)OC(C)(C)C)C(F)F tert-butyl 7-(benzylthio)-5-(difluoromethyl)-1H-indazole-1-carboxylate